C1NCCC12CCNCC2 2,8-DIAZASPIRO[4.5]DECANE